4-cyclopropyl-1H-pyrrole-2-carboxylic acid ethyl ester C(C)OC(=O)C=1NC=C(C1)C1CC1